tert-butyl rac-(1-(4-amino-5-fluoropyridin-2-yl)-2-methoxy-2-methylpropyl)carbamate NC1=CC(=NC=C1F)[C@H](C(C)(C)OC)NC(OC(C)(C)C)=O |r|